O=C(/C=C/C1=CC(=C(C=C1)CC(=O)O)CC(=O)O)OC1=CC=C(C=C1)C.C(C)(=O)OC1=C(C=C(C=C1)\C=C\C(OC1=CC=C(C=C1)C)=O)OC(C)=O (E)-4-(3-oxo-3-(p-tolyloxy) prop-1-en-1-yl)-1,2-phenylene diacetate (E)-4-(3-oxo-3-(p-tolyloxy)prop-1-en-1-yl)-1,2-phenylenediacetate